NCC=1C=C(C=CC1)C=1C(=NC(=C(N1)C)C1=C(C(=CC=C1)Cl)F)CO (3-(3-(aminomethyl)phenyl)-6-(3-chloro-2-fluorophenyl)-5-methylpyrazin-2-yl)methanol